trans-N-(3-(2-Cyclopropylthiazol-5-yl)phenyl)-4-(2-(2-(dimethylamino)ethoxy)acetamido)-N-((trans-4-(4-methoxy-3-methylphenyl)cyclohexyl)methyl)-cyclohexanecarboxamide C1(CC1)C=1SC(=CN1)C=1C=C(C=CC1)N(C(=O)[C@@H]1CC[C@H](CC1)NC(COCCN(C)C)=O)C[C@@H]1CC[C@H](CC1)C1=CC(=C(C=C1)OC)C